naphthalene-1,5-disulfonic acid hydrate O.C1(=CC=CC=2C(=CC=CC12)S(=O)(=O)O)S(=O)(=O)O